Tert-Butyl (2-(4-(6-aminopyridin-3-yl)morpholin-2-yl)propan-2-yl)carbamate NC1=CC=C(C=N1)N1CC(OCC1)C(C)(C)NC(OC(C)(C)C)=O